propan-2-ylcarbamate CC(C)NC([O-])=O